(cis)-2-butene-1,4-diol C(\C=C/CO)O